C(CCC)N(C1CC1)CC1=C(C=C(C=C1)F)B(O)O (2-([BUTYL(CYCLOPROPYL)AMINO]METHYL)-5-FLUOROPHENYL)BORANEDIOL